4-(4-Acryloylpiperazin-1-yl)-7-(2-amino-7-fluorobenzo[d]thiazol-4-yl)-6-chloro-2-(3-((dimethylamino)methyl)phenyl)-8-fluoroquinoline-3-carbonitrile C(C=C)(=O)N1CCN(CC1)C1=C(C(=NC2=C(C(=C(C=C12)Cl)C1=CC=C(C2=C1N=C(S2)N)F)F)C2=CC(=CC=C2)CN(C)C)C#N